COC1=CC(=C(CCNC(C2=NC=CC=C2)=O)C=C1OC)[Se]C1=CC=CC=C1 N-(4,5-dimethoxy-2-(phenylselanyl)phenethyl)picolinamide